3-(3-chloro-4-(trifluoromethyl)phenyl)-2,4-dioxo-1,3,8-triazaspiro[4.5]decane-8-carboxylic acid tert-butyl ester C(C)(C)(C)OC(=O)N1CCC2(C(N(C(N2)=O)C2=CC(=C(C=C2)C(F)(F)F)Cl)=O)CC1